ClC1=C(C(=C(C=C1OC)OC)Cl)C1=CC2=C(N=C(N=C2)N[C@H]2[C@H](COC2)NC(C=C)=O)C(=N1)NCCN1CCN(CC1)C N-((3R,4S)-4-((6-(2,6-dichloro-3,5-di-methoxyphenyl)-8-((2-(4-methyl-piperazin-1-yl)ethyl)amino)pyrido[3,4-d]pyrimidin-2-yl)amino)tetrahydro-furan-3-yl)acrylamide